CC=1SC2=C(N1)NC(=C2)C(=O)N[C@@H]2[C@H]([C@H]1C([C@@H](C2)C1)(C)C)C 2-methyl-N-[(1S,2S,3S,5R)-2,6,6-trimethyl-norpinan-3-yl]-4H-pyrrolo[2,3-d]thiazole-5-formamide